1-(2-(4-fluorophenyl)-4-(2-methoxyphenoxy)butyl)-1H-imidazole FC1=CC=C(C=C1)C(CN1C=NC=C1)CCOC1=C(C=CC=C1)OC